ClC1=CC=C(O[C@@H](CON)C)C=C1 (R)-O-(2-(4-chlorophenoxy)propyl)hydroxylamine